(6-(3-(difluoromethyl)-4-fluorophenyl)pyrazin-2-yl)methanol FC(C=1C=C(C=CC1F)C1=CN=CC(=N1)CO)F